CC1=CC=CC(=N1)C1=NC=CC(=N1)NC1=NC(=NC=C1)NC=1SC=C(N1)C=1CCNCC1 N4-[2-(6-methyl-2-pyridyl)pyrimidin-4-yl]-N2-[4-(1,2,3,6-tetrahydropyridin-4-yl)thiazol-2-yl]pyrimidine-2,4-diamine